trans-2-aminocyclopentanol hydrochloride Cl.N[C@H]1[C@@H](CCC1)O